CC(C)C1CC(C1)C1=NC(=NO1)[C@@H]1CC12CCN(CC2)S(=O)(=O)N (1R)-1-{5-[3-(propan-2-yl)cyclobutyl]-1,2,4-oxadiazol-3-yl}-6-azaspiro[2.5]octane-6-sulfonamide